NC1=CC=CC(=N1)S(=O)(=O)NC(C1=C(N=C(C=C1)C1=CC(=CC(=C1)OCC(C)C)F)N1[C@H]2[C@H]3CC[C@@H]([C@H]2C1)C3)=O N-((6-Aminopyridin-2-yl)sulfonyl)-6-(3-fluoro-5-isobutoxyphenyl)-2-((1S,2S,5S,6R)-3-azatricyclo[4.2.1.02,5]nonan-3-yl)nicotinamid